1-Acryloyltetrahydro-1'H-spiro[azetidine-3,6'-pyrazino[2,1-c][1,4]oxazin] C(C=C)(=O)N1CC2(CNC=C3COCCN32)C1